(E)-4-chloro-2-{[(1-hydroxy-3-methylbut-2-yl)imino]methyl}phenol ClC1=CC(=C(C=C1)O)/C=N/C(CO)C(C)C